4-(((tetrahydro-2H-pyran-2-yl)oxy)methyl-1H-1,2,3-triazol-1-yl)benzylcarboxamide O1C(CCCC1)OCC=1N=NN(C1)C1=CC=C(CC(=O)N)C=C1